1-naphthylmethyl methacrylate C(C(=C)C)(=O)OCC1=CC=CC2=CC=CC=C12